6-(Z)-(4-hydroxy-3-methylbut-2-en-1-ylamino)-9-β-D-glucopyranosylpurine OC\C(=C/CNC1=C2N=CN(C2=NC=N1)[C@H]1[C@H](O)[C@@H](O)[C@H](O)[C@H](O1)CO)\C